tin nitrate salt [N+](=O)([O-])[O-].[Sn+4].[N+](=O)([O-])[O-].[N+](=O)([O-])[O-].[N+](=O)([O-])[O-]